2-(pyridin-2-yl)pyridine N1=C(C=CC=C1)C1=NC=CC=C1